COC=1C=C2C(N(C(=NC2=CC1)\C=C\C1=CC(=CC=C1)[N+](=O)[O-])C1=CC=C(C(=O)O)C=C1)=O 4-[6-Methoxy-2-[(1E)-2-(3-nitrophenyl)ethenyl]-4-oxo-3(4H)-quinazolinyl]-Benzoic acid